13-hexadecen-dienaldehyde C(C=CC=CCCCCCCCC=CCC)=O